(1R,3S,5R)-2-(2-(4-amino-6,8-dimethoxy-9H-pyrimido[4,5-b]indol-9-yl)acetyl)-N-(6-bromopyridin-2-yl)-2-azabicyclo[3.1.0]hexane-3-carboxamide NC1=NC=NC=2N(C3=C(C=C(C=C3C21)OC)OC)CC(=O)N2[C@@H]1C[C@@H]1C[C@H]2C(=O)NC2=NC(=CC=C2)Br